5-fluoro-2-methoxy-3-(pyrimidin-2-yl)aniline 2,5-dioxopyrrolidin-1-yl-4-fluorobenzoate O=C1N(C(CC1)=O)C1=C(C(=O)O)C=CC(=C1)F.FC=1C=C(C(=C(N)C1)OC)C1=NC=CC=N1